FC1(CCC(CC1)N(C(OC(C)(C)C)=O)C1=NC(=NC(=C1)N1CCOCC1)C=1SC=C(N1)C(C)O)F tert-butyl (4,4-difluorocyclohexyl)(2-(4-(1-hydroxyethyl)thiazol-2-yl)-6-morpholinopyrimidin-4-yl)carbamate